methyl 5-(4-(6-((5-((2-chloro-6-methylphenyl)carbamoyl)thiazol-2-yl)amino)-2-methylpyrimidin-4-yl)piperazin-1-yl)pentanoate ClC1=C(C(=CC=C1)C)NC(=O)C1=CN=C(S1)NC1=CC(=NC(=N1)C)N1CCN(CC1)CCCCC(=O)OC